CC1=CC=C2CCC3(CN(CC3)C(=O)OC(C)(C)C)N(C2=N1)C(=O)OC(C)(C)C Di-tert-butyl 7-methyl-3,4-dihydro-1H-spiro[1,8-naphthyridine-2,3'-pyrrolidine]-1,1'-dicarboxylate